C1(CC1)C1=NN2C(=NN(C(C2=C1[N+](=O)[O-])=O)CC(=O)OCC)C(C)C ethyl 2-(2-cyclopropyl-7-isopropyl-3-nitro-4-oxopyrazolo[1,5-d][1,2,4]triazin-5(4H)-yl)acetate